1-(1-oxo-1,2-dihydro-isoquinolin-5-yl)-5-(trifluoromethyl)-1H-pyrazole-4-carbonyl chloride O=C1NC=CC2=C(C=CC=C12)N1N=CC(=C1C(F)(F)F)C(=O)Cl